diphenyl furandicarboxylate O1C(=C(C=C1)C(=O)OC1=CC=CC=C1)C(=O)OC1=CC=CC=C1